acryl-para-aminobenzoic acid C(=O)(C=C)C1=C(C(=O)O)C=CC(=C1)N